FC1=C(C=CC=2N1C=C(N2)C2=CC=C(C=C2)S(=O)(=O)C)C2CCN(CC2)C2CCN(CC2)CC(C)C 5-fluoro-6-(1'-isobutyl-[1,4'-bipiperidin]-4-yl)-2-(4-(methyl-sulfonyl)phenyl)imidazo[1,2-a]pyridine